methyl 3-(hydroxymethyl)-5-iodobenzoate OCC=1C=C(C(=O)OC)C=C(C1)I